F[C@H]1CNCCC1 |r| rac-3-fluoropiperidine